BrC1=C2CCNC2=CC(=C1)OC 4-Bromo-6-methoxyindoline